ClC1=CC=C(CN2C(=NC=3N(C(N(C(C23)=O)CCCO)=O)C)C#CCC(C)C)C=C1 (4-chlorobenzyl)-1-(3-hydroxypropyl)-3-methyl-8-(4-methylpent-1-yn-1-yl)-3,7-dihydro-1H-purine-2,6-dione